C(C)(=O)[C@]1([C@@H]([C@H](C(O)O[C@@H]1CO)N)O)O 4-acetyl-galactosamine